C12(CC3CC(CC(C1)C3)C2)CC(=O)N[C@H](C(=O)N2[C@@H]([C@@H]3[C@H](C2)CCC3)C(=O)NC3(CCCCC3)C(C(=O)NC3CC3)=O)C(C)(C)C (1S,3aR,6aS)-2-((S)-2-(2-((3S,5S,7S)-adamantan-1-yl)acetamido)-3,3-dimethylbutanoyl)-N-(1-(2-(cyclopropylamino)-2-oxoacetyl)cyclohexyl)octahydrocyclopenta[c]pyrrole-1-carboxamide